2-[(2s)-4-[7-(5-chloro-4-isoquinolyl)-8-fluoro-2-[[(2s)-1-methylpyrrolidin-2-yl]methoxy]pyrido[4,3-d]pyrimidin-4-yl]-1-prop-2-enoyl-piperazin-2-yl]acetonitrile ClC1=C2C(=CN=CC2=CC=C1)C1=C(C=2N=C(N=C(C2C=N1)N1C[C@@H](N(CC1)C(C=C)=O)CC#N)OC[C@H]1N(CCC1)C)F